C1CONC1=O isOxazolidinone